C(C)OC(CC1=C(C=C(C=C1)Br)COCCC1=C(C=CC(=C1)Cl)COC1=NC(=CC=C1)Cl)=O 2-[4-bromo-2-[2-[5-chloro-2-[(6-chloro-2-pyridinyl)oxymethyl]phenyl]ethoxymethyl]phenyl]acetic acid ethyl ester